3-(2,6-difluoro-4-(2,7-diazaspiro[3.5]nonan-7-yl)phenyl)piperidine-2,6-dione FC1=C(C(=CC(=C1)N1CCC2(CNC2)CC1)F)C1C(NC(CC1)=O)=O